C1=NC=CC=2C(=CC=CC12)S(=O)(=O)N1CC2=C(C1)CN(C2)C(=O)NCC2=C(C=CC=C2)OC 5-(Isoquinoline-5-sulfonyl)-N-[(2-methoxyphenyl)methyl]-1H,2H,3H,4H,5H,6H-pyrrolo[3,4-c]pyrrole-2-carboxamide